N[C@]1([C@@H](CC[C@H](C1)CCB(O)O)CNC([C@@H](C)N)=O)C(=O)O (1R,2S,5R)-1-amino-2-(((R)-2-aminopropanamido)methyl)-5-(2-boronoethyl)cyclohexane-1-carboxylic acid